CN(C1=CC=C(C=C1)C1CCNCC1)C1C(NC(CC1)=O)=O 3-[N-methyl-4-(4-piperidyl)anilino]piperidine-2,6-dione